C(C)(C)(C)OC(=O)N1CC(C1)(F)C=1C=2N(C=C(C1)C1CC1)C=C(N2)CNC2=CC(=NC=C2)NC(=O)[C@@H]2[C@H](C2)C2=CC(=CC=C2)Cl tert-butyl-3-(2-(((2-((1S,2S)-2-(3-chloro phenyl)cyclopropane-1-carboxamido) pyridin-4-yl)amino)methyl)-6-cyclopropylimidazo[1,2-a]pyridin-8-yl)-3-fluoroazetidine-1-carboxylate